2-(2,6-dioxo-3-piperidinyl)-4,5-difluoro-isoindoline-1,3-dione O=C1NC(CCC1N1C(C2=CC=C(C(=C2C1=O)F)F)=O)=O